C(C1=CC=CC=C1)C=1NC(=NN1)C(=O)N[C@H]1[C@@H]2[C@H](C3=C(N(C1=O)C)N=CC=N3)C2 5-benzyl-N-((7S-7aS,8aR)-5-methyl-6-oxo-5,6,7,7a,8,8a-hexahydrocycloprop[d]-pyrazino[2,3-B]azepin-7-yl)-4H-1,2,4-triazole-3-carboxamide